ClC(C(=O)NC1N(C=CC=C1)CC=1C=NC(=CC1)Cl)(F)F 2-chloro-N-[1-[(6-chloro-3-pyridinyl)methyl]-2-pyridinyl]-2,2-difluoro-acetamide